[Si](C1=CC=CC=C1)(C1=CC=CC=C1)(C(C)(C)C)OC[C@H]1N(C(CC1)C#N)C(=O)OC(C)(C)C tert-butyl (2S)-2-[[tert-butyl(diphenyl)silyl]oxymethyl]-5-cyano-pyrrolidine-1-carboxylate